2-(4-(5-chloro-2-(4-chloro-1H-1,2,3-triazol-1-yl)phenyl)-2,5-dioxopiperazin-1-yl)-3-(3-fluorophenyl)-N-(2-methyl-2H-indazol-5-yl)propanamide ClC=1C=CC(=C(C1)N1CC(N(CC1=O)C(C(=O)NC1=CC2=CN(N=C2C=C1)C)CC1=CC(=CC=C1)F)=O)N1N=NC(=C1)Cl